OC1=C(C=CC=C1)C(C(=O)NCC1=CC=NC=C1)NCCC1CCNCC1 2-(2-hydroxyphenyl)-2-[(2-piperidine-4-ylethyl)amino]-N-(pyridine-4-ylmethyl)acetamid